Methanesulfonyloxy-2-azaspiro[3.5]nonane-2-carboxylic acid tert-butyl ester C(C)(C)(C)OC(=O)N1C(C2(C1)CCCCC2)OS(=O)(=O)C